tert-butyl 4-((4-((benzyloxy)carbonyl)-2-(3-methoxy-4-(methoxycarbonyl)phenyl)piperazin-1-yl)methyl)-5-methoxy-7-methyl-1H-indole-1-carboxylate C(C1=CC=CC=C1)OC(=O)N1CC(N(CC1)CC1=C2C=CN(C2=C(C=C1OC)C)C(=O)OC(C)(C)C)C1=CC(=C(C=C1)C(=O)OC)OC